ClC1=C(C=CC=C1Cl)SC=1C=2N(C(=NC1)N1CCC(CC1)(C)CN)C=CN2 (1-(8-((2,3-dichlorophenyl)thio)imidazo[1,2-c]pyrimidin-5-yl)-4-methylpiperidin-4-yl)methylamine